FC=1C=CC=C2C3(CNC12)CC3 7'-fluorospiro[cyclopropane-1,3'-indoline]